CC=1C=C(C=C2C=CC=NC12)B(O)O (8-methyl-6-quinolyl)boranediol